COC=1C(=NC(=NC1C=1C=NN(C1)C)S(=O)(=O)C)NC1=NN(C(=C1)C)C1OCCCC1 5-methoxy-N-(5-methyl-1-(tetrahydro-2H-pyran-2-yl)-1H-pyrazol-3-yl)-6-(1-methyl-1H-pyrazol-4-yl)-2-(methylsulfonyl)pyrimidin-4-amine